5-(3-{3,5-Dibromo-2-[2-(3,4-dichloro-phenyl)-ethoxy]-benzylamino}-propylamino)-4H-thieno[3,2-b]pyridine-7-one BrC=1C(=C(CNCCCNC2=CC(C3=C(N2)C=CS3)=O)C=C(C1)Br)OCCC1=CC(=C(C=C1)Cl)Cl